1-(5-methylpyridin-2-yl)imidazolidin-2-one CC=1C=CC(=NC1)N1C(NCC1)=O